ClC1=CN=C(S1)N1N=C(C=C1)CC(=O)OCC ethyl 2-[1-(5-chloro-1,3-thiazol-2-yl)-1H-pyrazol-3-yl]acetate